N-{cis-1-(cyclobutanecarbonyl)-2-[(3'-fluoro[1,1'-biphenyl]-3-yl)methyl]pyrrolidin-3-yl}-1-methoxycyclopropane-1-carboxamide C1(CCC1)C(=O)N1[C@H]([C@H](CC1)NC(=O)C1(CC1)OC)CC=1C=C(C=CC1)C1=CC(=CC=C1)F